tert-butyl ((1r,3r)-3-(4-(2-(4-((6-(5-methyl-1,3,4-oxadiazol-2-yl)pyridin-2-yl)methoxy)phenyl)propan-2-yl)phenoxy)cyclobutyl)carbamate CC1=NN=C(O1)C1=CC=CC(=N1)COC1=CC=C(C=C1)C(C)(C)C1=CC=C(OC2CC(C2)NC(OC(C)(C)C)=O)C=C1